6-(3-methyl-2-buten-1-yl)-6-(2-propen-1-yl)-1,3-benzodioxol-5(6H)-one-13C CC(=CCC1(C(C=C2C(O[13CH2]O2)=C1)=O)CC=C)C